ClC=1OC2=C(N1)C=C(C=C2)OC2CC(C2)OC 2-chloro-5-((1s,3s)-3-methoxycyclobutoxy)benzo[d]oxazole